iron phthalocyanine C1=CC=C2C(=C1)C3=NC4=NC(=NC5=C6C=CC=CC6=C([N-]5)N=C7C8=CC=CC=C8C(=N7)N=C2[N-]3)C9=CC=CC=C94.[Fe+2]